(E)-4-(9-(5-fluoropyridin-2-yl)-6-(2-(3-methylbenzylidene)hydrazinyl)-9H-purin-2-yl)morpholine FC=1C=CC(=NC1)N1C2=NC(=NC(=C2N=C1)N/N=C/C1=CC(=CC=C1)C)N1CCOCC1